5-(5-(2,2-diethyl-4-oxochroman-6-yl)-1,2,4-oxadiazol-3-yl)pyridine-3-sulfonamide C(C)C1(OC2=CC=C(C=C2C(C1)=O)C1=NC(=NO1)C=1C=C(C=NC1)S(=O)(=O)N)CC